CN(C)C(=[N+]1N=NC2=NC=CC=C21)N(C)C 1-(Bis(dimethylamino)methylene)-1H-1,2,3-triazolo[4,5-b]pyridinium